BrC=1C=CC=2C(=NC=C3C=CC(N(C23)C2=CC(=C(C=C2)C)[N+](=O)[O-])=O)C1 8-Bromo-1-(4-methyl-3-nitrophenyl)benzo[h][1,6]naphthyridin-2(1H)-one